(4-(2-chloroacetamido)-2-fluoro-6-methoxyphenyl)-3-(1-methyl-1H-pyrazol-4-yl)-1H-pyrazolo[3,4-c]pyridine-1-carboxylic acid tert-butyl ester C(C)(C)(C)OC(=O)N1N=C(C=2C1=CN=CC2C2=C(C=C(C=C2OC)NC(CCl)=O)F)C=2C=NN(C2)C